(S)-2-((2-((S)-4-(difluoromethyl)-5,5-dimethyl-2-carbonyloxazolidin-3-yl)-5,6-dihydrobenzo[f]imidazo[1,2-d][1,4]oxazepin-9-yl)amino)propionamide FC([C@H]1N(C(OC1(C)C)=C=O)C=1N=C2N(CCOC3=C2C=CC(=C3)N[C@H](C(=O)N)C)C1)F